p-fluoro-N-benzylformamide FC1=CC=C(CNC=O)C=C1